8-methoxy-2-(trifluoromethyl)-3-(1-(3,3,3-trifluoropropyl)-1H-imidazol-4-yl)-4H-pyrido[1,2-a]pyrimidin-4-one COC1=CC=2N(C(C(=C(N2)C(F)(F)F)C=2N=CN(C2)CCC(F)(F)F)=O)C=C1